5-fluoro-4-(3-(2-oxo-1,3-oxazinan-3-yl)phenyl)pyrimidin FC=1C(=NC=NC1)C1=CC(=CC=C1)N1C(OCCC1)=O